3-phenoxy-N-ethyl-N-methylpropionamide O(C1=CC=CC=C1)CCC(=O)N(C)CC